CC(CP(O)(=O)O)(C)NC(C=C)=O 2-methyl-2-acrylamidopropanephosphonic acid